ClC=1C=C(C=CC1OC)CCN1C(N(C2=CC=CC=C2C1=O)CC1=CC=C(C(=O)NO)C=C1)=O 4-((3-(3-chloro-4-methoxyphenylethyl)-2,4-dioxo-3,4-dihydroquinazolin-1(2H)-yl)methyl)-N-hydroxybenzoamide